CC=1NC2=CC=CC=C2C1CCNC1C=2C=CC(=CC2CCC1)/C=C/C(=O)OC methyl (E)-3-(5-((2-(2-methyl-1H-indol-3-yl)ethyl)amino)-5,6,7,8-tetrahydronaphthalen-2-yl)acrylate